FC(OC=1C=CC(=C(C1)B1OC(C(O1)(C)C)(C)C)F)F 2-(5-(difluoromethoxy)-2-fluorophenyl)-4,4,5,5-tetramethyl-1,3,2-dioxaborolane